(S)-4-fluoro-1-((1-methyl-1H-pyrazol-4-yl)methyl)-N-(5-methyl-4-oxo-2,3,4,5-tetrahydropyrido[3,2-b][1,4]oxazepin-3-yl)-1H-pyrazole-3-carboxamide FC=1C(=NN(C1)CC=1C=NN(C1)C)C(=O)N[C@@H]1C(N(C2=C(OC1)C=CC=N2)C)=O